C(C)(C)(C)OC(=O)N1CCC(CC1)CN1CCC(CC1)N1C=CC2=C(C=CC=C12)N1C(NC(CC1)=O)=O.[Si]([O-])([O-])([O-])[O-].[Li+].[Li+].[Li+].[Li+] lithium silicate tert-Butyl-4-((4-(4-(2,4-dioxotetrahydropyrimidin-1(2H)-yl)-1H-indol-1-yl)piperidin-1-yl)methyl)piperidine-1-carboxylate